OCCN(CCOC=1N=C(C2=C(N1)CN(CC2)C2=CC(=CC1=CC=CC=C21)O)N2CCN(CC2)C(C=C)=O)C 1-(4-(2-(2-((2-hydroxyethyl)(methyl)amino)ethoxy)-7-(3-hydroxynaphthalen-1-yl)-5,6,7,8-tetrahydropyrido[3,4-d]pyrimidin-4-yl)piperazin-1-yl)prop-2-en-1-one